CN(C=1C=CC2=CC3=CC=C(C=C3N=C2C1)N(C)C)C N,N,N',N'-Tetramethyl-3,6-acridinediamine